tert-butyl 7-[(3-bromo-4-fluoro-phenyl)methyl]-2,7-diazaspiro[3.5]nonane-2-carboxylate BrC=1C=C(C=CC1F)CN1CCC2(CN(C2)C(=O)OC(C)(C)C)CC1